(3S)-3-fluorotetrahydropyrrole F[C@@H]1CNCC1